(R)-6-chloro-2-hydroxy-N,N-dimethyl-3-((2-((1-(1-methylcyclopentyl)but-2-yn-1-yl)amino)-3,4-dioxocyclobut-1-en-1-yl)amino)benzamide ClC1=CC=C(C(=C1C(=O)N(C)C)O)NC1=C(C(C1=O)=O)N[C@@H](C#CC)C1(CCCC1)C